C(C1=CC=CC=C1)NC(N(C1=NC=C(C=C1)C=1C=NN(C1)C)[C@@H]1CC[C@H](CC1)NC1=NC=C(C(=N1)N1C(CCC1)=O)C#N)=O 3-benzyl-1-(trans-4-((5-cyano-4-(2-oxopyrrolidin-1-yl)pyrimidin-2-yl)amino)-cyclohexyl)-1-(5-(1-methyl-1H-pyrazol-4-yl)pyridin-2-yl)urea